N-((2,4-difluorophenyl)(methyl)(oxo)-λ6-sulfaneylidene)-7-(5-(trifluoromethyl)-1,2,4-oxadiazol-3-yl)imidazo[1,2-a]pyridine-2-carboxamide FC1=C(C=CC(=C1)F)S(=NC(=O)C=1N=C2N(C=CC(=C2)C2=NOC(=N2)C(F)(F)F)C1)(=O)C